C(C)(C)(C)OC(=O)N1C[C@@H](N(CC1)CC(=O)O)C(F)(F)F (R)-2-(4-(tert-butoxycarbonyl)-2-(trifluoromethyl)piperazin-1-yl)acetic acid